C(C)N(CC)CC.CC1=CC=C(C=C1)S(=O)(=O)O para-toluenesulfonic acid triethylamine salt